FC(CNC=1N=CC=2C(N1)=CC(NC2)=O)(F)F 2-((2,2,2-trifluoroethyl)amino)pyrido[4,3-d]pyrimidin-7(6H)-one